6-[1-[(1R)-1-[4-[5-(difluoromethyl)-1,3,4-oxadiazol-2-yl]-2,5-difluorophenyl]ethyl]triazol-4-yl]-1,3-benzothiazol-2-amine FC(C1=NN=C(O1)C1=CC(=C(C=C1F)[C@@H](C)N1N=NC(=C1)C1=CC2=C(N=C(S2)N)C=C1)F)F